3-bromo-2-((1R,2S,5S)-2-hydroxyadamantan-2-yl)-5-(methoxycarbonyl)-[1,2]selenazolo[2,3-a]pyridin-8-ium chloride [Cl-].BrC1=C([Se][N+]=2C1=CC(=CC2)C(=O)OC)C2(C1CC3CC(CC2C3)C1)O